O[C@@](C#CC1=C(C=C(C(=O)[O-])C=C1)OC)(CC)COC (R)-4-(3-hydroxy-3-(methoxymethyl)pent-1-yn-1-yl)-3-methoxybenzoate